N-((4-Chloro-2,6-diisopropylphenyl)carbamoyl)-4-methylpiperidin-1-sulfonamid ClC1=CC(=C(C(=C1)C(C)C)NC(=O)NS(=O)(=O)N1CCC(CC1)C)C(C)C